COC(=O)[C@@H]1C[C@@H](C1)O cis-methyl-3-hydroxycyclobutane-1-carboxylate